3-chloro-7-((2R)-2-(1-cyclopropyl-1H-pyrazol-4-yl)tetrahydro-2H-pyran-4-yl)-9-(2-fluoro-4-methoxyphenyl)-2-methyl-4H-pyrazino[1,2-a]pyrimidin-4-one ClC1=C(N=C2N(C1=O)C=C(N=C2C2=C(C=C(C=C2)OC)F)C2C[C@@H](OCC2)C=2C=NN(C2)C2CC2)C